Cl.CC1=NC=CC(=C1)C1=NSC(=N1)[C@@H](C)N (1R)-1-[3-(2-methyl-4-pyridyl)-1,2,4-thiadiazol-5-yl]ethanamine hydrochloride